C1(=CC=CC=C1)C1=CC(=NC(=N1)C=1C(=C(C=CC1)C=1C(=CC=CC1)C1=CC=CC=C1)C1=CC=CC=2C3=CC=CC=C3C3=CC=CC=C3C12)C1=CC=CC=C1 (diphenylpyrimidineyl)(triphenylenyl)terbenzene